C(C)(C)N1N=NC2=C1C=C(C=C2)C=2C=CN1N=C(N=C(C12)OC)NC1CCC(CC1)(O)C (1s,4s)-4-((5-(1-isopropyl-1H-benzo[d][1,2,3]triazol-6-yl)-4-methoxypyrrolo[2,1-f][1,2,4]triazin-2-yl)amino)-1-methylcyclohexan-1-ol